FC1=C(OCCO)C(=CC=C1F)F 2-(2,3,6-trifluorophenoxy)ethanol